CN1C(=CC2=CC=CC=C12)C=C(C)C 1-methyl-2-(2-methylpropan-1-en-1-yl)-1H-indole